BrC1=C(C(=C2C(=NC=NC2=C1F)O)O[C@@H](C)[C@@H]1[C@@H]2CC[C@H](CN1)N2C(=O)OC(C)(C)C)Cl tert-Butyl (1S,2S,5R)-2-((S)-1-((7-bromo-6-chloro-8-fluoro-4-hydroxyquinazolin-5-yl)oxy)ethyl)-3,8-diazabicyclo[3.2.1]octane-8-carboxylate